4-(Chloromethyl)benzyl alcohol ClCC1=CC=C(CO)C=C1